cyclopentyl-2-[5-(4-fluoro-benzylamino)-pyridin-2-ylamino]-6-hydroxymethyl-8H-pyrido[2,3-d]Pyrimidin-7-one C1(CCCC1)C=1C2=C(N=C(N1)NC1=NC=C(C=C1)NCC1=CC=C(C=C1)F)NC(C(=C2)CO)=O